2-amino-3-(3-methoxyphenyl)-2-methylbutanoic acid NC(C(=O)O)(C(C)C1=CC(=CC=C1)OC)C